12-methacryloyloxydodecyl-trimethoxysilane C(C(=C)C)(=O)OCCCCCCCCCCCC[Si](OC)(OC)OC